ClC=1C(=C2C(=NC(=NC2=C(C1C1=CC(=CC2=CC=CC(=C12)F)OCOC)F)SC)N1C[C@H]2CC[C@@H](C1)N2C(=O)OC(C)(C)C)F tert-butyl (1R,5S)-3-(6-chloro-5,8-difluoro-7-(8-fluoro-3-(methoxymethoxy)naphthalen-1-yl)-2-(methylthio)quinazolin-4-yl)-3,8-diazabicyclo[3.2.1]octane-8-carboxylate